1-((2-hydroxy-5-chlorophenyl)diazenyl)naphthalene-2-ol OC1=C(C=C(C=C1)Cl)N=NC1=C(C=CC2=CC=CC=C12)O